C(C)(=O)N1CCN(CC1)C=1C=C(C=CC1)NC(=O)C1=NN2C(N=C(C=C2C=2C=NNC2)N2CC3=CC=C(C=C3C2)F)=C1C(C)C N-(3-(4-acetylpiperazin-1-yl)phenyl)-5-(5-fluoroisoindolin-2-yl)-3-isopropyl-7-(1H-pyrazol-4-yl)pyrazolo[1,5-a]pyrimidine-2-carboxamide